N4-Ethyl-N2-isopropyl-5-(2-isopropyl-4,5-dimethoxy-benzyl)-pyrimidine-2,4-diamine C(C)NC1=NC(=NC=C1CC1=C(C=C(C(=C1)OC)OC)C(C)C)NC(C)C